C[C@H]1N(C[C@@H]([C@H]([C@@H]1O)O)O)C[C@@H]1CN(CCC1)C1=C(C=CC=C1)C (2R,3R,4R,5S)-2-methyl-1-(((R)-1-(o-tolyl)piperidin-3-yl)methyl)piperidin-3,4,5-triol